2-(cyclopentylamino)-N-(6-methyl-5-nitropyridin-3-yl)acetamide C1(CCCC1)NCC(=O)NC=1C=NC(=C(C1)[N+](=O)[O-])C